ClC1=CC=C(N=N1)N1CC(OCC1)CCNC(OC(C)(C)C)=O tert-butyl N-[2-[4-(6-chloropyridazin-3-yl)morpholin-2-yl]ethyl]carbamate